4-[4-(1,3-benzooxazol-2-yl)piperidin-1-yl]-1-methyl-2-oxo-7-(trifluoromethyl)-1,2-dihydroquinoline-3-carbonitrile O1C(=NC2=C1C=CC=C2)C2CCN(CC2)C2=C(C(N(C1=CC(=CC=C21)C(F)(F)F)C)=O)C#N